OC(CC(=O)[O-])CCCCCCC 3-hydroxy-decanoat